N-(cyanomethyl)-3a-methyl-5-(7H-pyrrolo[2,3-d]pyrimidin-4-yl)-1,3,4,6,7,7a-hexahydropyrrolo[3,4-c]pyridine-2-sulfonamide C(#N)CNS(=O)(=O)N1CC2(CN(CCC2C1)C=1C2=C(N=CN1)NC=C2)C